C(C)N1N=C(C=C1)OC1COC1 1-ethyl-3-(oxetan-3-yloxy)-1H-pyrazol